OxalylChloride C(C(=O)Cl)(=O)Cl